2-[3-(6-methyl-2-pyridyl)-1H-pyrazol-4-yl]-7-(5,6,7,8-tetrahydro-1,6-naphthyridin-2-yl)-1,5-naphthyridine CC1=CC=CC(=N1)C1=NNC=C1C1=NC2=CC(=CN=C2C=C1)C1=NC=2CCNCC2C=C1